C1(=CC=CC=C1)NCCCCCCN N-phenylhexane-1,6-diamine